CC1=C(C=C(C(=C1)C=CC)C)C1=CC=C(C=C1)C 2,4',5-trimethyl-4-propenyl-1,1'-biphenyl